tert-butyl (3R,4S)-3-fluoro-4-((5-(1-isopropyl-1H-benzo[d][1,2,3]triazol-6-yl)-4-methoxypyrrolo[2,1-f][1,2,4]triazin-2-yl)amino)piperidine-1-carboxylate F[C@@H]1CN(CC[C@@H]1NC1=NN2C(C(=N1)OC)=C(C=C2)C=2C=CC1=C(N(N=N1)C(C)C)C2)C(=O)OC(C)(C)C